2-(3-bromoquinolin-6-yl)-1-ethanol BrC=1C=NC2=CC=C(C=C2C1)CCO